FC=1C=C(CN2CCC(CC2)CNC(C2=CN=CC=C2)=O)C=CC1F N-((1-(3,4-difluorobenzyl)piperidin-4-yl)methyl)nicotinamide